tert-butyl 3-(2-aminoethyl)-3-methylazetidine-1-carboxylate NCCC1(CN(C1)C(=O)OC(C)(C)C)C